CC=1N=CSC1C#N 4-methylthiazole-5-carbonitrile